CN1C(C=2N=C(SC2C1)N1CCN(CC1)CC=1C=NC=2C(=C(C(NC2C1)=O)C(F)(F)F)C)=O 5-methyl-2-(4-((8-methyl-6-oxo-7-(trifluoromethyl)-5,6-dihydro-1,5-naphthyridin-3-yl)methyl)piperazin-1-yl)-5,6-dihydro-4H-pyrrolo[3,4-d]thiazol-4-one